C1(=CC=CC=C1)C1=CC=NO1 5-Phenyl-1,2-oxazol